C1(CC1)N1CCN(CC1)C(=O)C1=CC(=NC(=C1)C=1N=NN(C1)C1=CC(=C(C(=O)O)C=C1)O)C=1N=NN(C1)C1=CC(=C(C(=O)O)C=C1)O 4,4'-((4-(4-cyclopropylpiperazine-1-carbonyl)pyridine-2,6-diyl)bis(1H-1,2,3-triazole-4,1-diyl))bis(2-hydroxybenzoic acid)